O1C=NC2=C1C=C(C=C2)NC(=O)NC2=CC(=CC(=C2)C(F)(F)F)C(F)(F)F 1-(benzo[d]oxazol-6-yl)-3-(3,5-bis(trifluoromethyl)phenyl)urea